tert-butyl-4,5-dihydro-1H-imidazole-1-carboxylate C(C)(C)(C)OC(=O)N1C=NCC1